6-(6-amino-1-(2,6-difluorobenzyl)-1H-pyrazolo[3,4-d]pyrimidine-4-yl)picolinonitrile NC1=NC(=C2C(=N1)N(N=C2)CC2=C(C=CC=C2F)F)C2=CC=CC(=N2)C#N